3-(2-methyl-5-((4-methylthiazol-5-yl)methoxy)-2H-indazole-3-carboxamido)-2-oxopyrrolidine-3-carboxylic acid ethyl ester C(C)OC(=O)C1(C(NCC1)=O)NC(=O)C=1N(N=C2C=CC(=CC12)OCC1=C(N=CS1)C)C